(S)-2-((tert-butoxycarbonyl)amino)-3-(6,7-difluoro-2-oxo-1,2-dihydroquinolin-3-yl)propionic acid C(C)(C)(C)OC(=O)N[C@H](C(=O)O)CC=1C(NC2=CC(=C(C=C2C1)F)F)=O